C1(CC1)[C@H](C)NC(=O)C=1C(=C(C(=NC1)C)C1=CC(=CC(=C1)F)F)N1C[C@@](CC1)(C)NC(OC(C)(C)C)=O tert-butyl ((S)-1-(5-(((S)-1-cyclopropylethyl)carbamoyl)-3-(3,5-difluorophenyl)-2-methylpyridin-4-yl)-3-methylpyrrolidin-3-yl)carbamate